ClC1=C(C(=O)NC2=C(C=C(C=C2)F)F)C=C(C=C1)[N+](=O)[O-] 2-chloro-N-(2,4-difluorophenyl)-5-nitrobenzamide